O[C@@]1(C(N(CC1)C)=O)C=1N=CN(C1)C=1C=C(C=CC1)C1=NC2=CC=CC=C2C(=N1)C(=O)N (R,S)-2-(3-(4-(3-hydroxy-1-methyl-2-oxopyrrolidin-3-yl)-1H-imidazol-1-yl)phenyl)quinazoline-4-carboxamide